2-(cyclobutylamino)isonicotinamide C1(CCC1)NC=1C=C(C(=O)N)C=CN1